(1R,5S,6r)-3-azabicyclo[3.1.0]Hexane-6-yl-(2-pyridyl)methanone TFA salt OC(=O)C(F)(F)F.[C@H]12CNC[C@@H]2C1C(=O)C1=NC=CC=C1